N-(methoxy-propyl)-glycine COCCCNCC(=O)O